2-((6-((2-chloro-5-fluoropyrimidin-4-yl)amino)-1-methyl-2-oxo-1,2-dihydro-1,8-naphthyridin-3-yl)oxy)-N-methylacetamide ClC1=NC=C(C(=N1)NC=1C=C2C=C(C(N(C2=NC1)C)=O)OCC(=O)NC)F